ONC(C(C)(C1=CC=CC=C1)C)=N N1-hydroxy-2-methyl-2-phenylpropanimidamide